C(=O)(O)C1=CC=C(CN(S(=O)(=O)N2CC3=CC=CC=C3CC2)C)C=C1 N-(4-carboxy-benzyl)-N-methyl-3,4-dihydroisoquinoline-2(1H)-sulfonamide